2-(2-(cyclopropanesulfonylamino)thiazol-4-yl)-N-(5-fluoro-[3,3'-bipyridin]-6-yl)-2-methylpropanamide C1(CC1)S(=O)(=O)NC=1SC=C(N1)C(C(=O)NC1=C(C=C(C=N1)C=1C=NC=CC1)F)(C)C